(E)-2-(4-fluorobenzylidene)-4-fluoro-2,3-dihydro-1H-inden-1-one FC1=CC=C(\C=C/2\C(C3=CC=CC(=C3C2)F)=O)C=C1